6-(((3R,4R)-3-hydroxypiperidin-4-yl)amino)-N-(6-(o-tolyl)-5-(trifluoromethyl)pyridin-2-yl)pyridine-2-sulfonamide hydrochloride Cl.O[C@@H]1CNCC[C@H]1NC1=CC=CC(=N1)S(=O)(=O)NC1=NC(=C(C=C1)C(F)(F)F)C1=C(C=CC=C1)C